C(C1=CC=CC=C1)(=S)SC(C(=O)O)C 2-(thiobenzoyl-thio)propionic acid